rel-4-(((R)-8-fluoro-2,4,5-trimethyl-4,5-dihydro-2H-[1,2,3]triazolo[4,5-c]quinolin-6-yl)amino)-6-((1R,2S)-2-fluorocyclopropane-1-carboxamido)-N-(methyl-d3)nicotinamide FC1=CC=2C=3C([C@H](N(C2C(=C1)NC1=CC(=NC=C1C(=O)NC([2H])([2H])[2H])NC(=O)[C@@H]1[C@H](C1)F)C)C)=NN(N3)C |o1:6,28,29|